NC1=C(C=C(C(=C1)N)C(=O)O)C(=O)O 4,6-diamino-1,3-benzenedicarboxylic acid